Cl.FC(CNC1CCC(CC1)N)F (1r,4r)-N1-(2,2-difluoroethyl)cyclohexane-1,4-diamine hydrochloride